FC(OC1OCC1)(F)F 2-trifluoromethyloxyoxetane